CC(CC(C)(C)C)(C)OCCC(C)(C)C 3,3-dimethyl-butyl 1,1,3,3-tetramethyl-butyl ether